2-methoxy-4-(5-methyl-4-(2-oxo-2,3-dihydrobenzo[d]oxazol-5-ylamino)pyrimidin-2-ylamino)-N-phenylbenzamide COC1=C(C(=O)NC2=CC=CC=C2)C=CC(=C1)NC1=NC=C(C(=N1)NC=1C=CC2=C(NC(O2)=O)C1)C